2-(3-fluoro-2-isopropylphenyl)-9-(4-(1-methyl-1H-imidazol-2-yl)benzyl)-7,9-dihydro-8H-purin-8-one FC=1C(=C(C=CC1)C1=NC=C2NC(N(C2=N1)CC1=CC=C(C=C1)C=1N(C=CN1)C)=O)C(C)C